(±)-(4aR,13bR)-4,9-dimethyl-1,2,3,4,4a,5,6,13b-octahydro-8H-[1,6]naphthyridino[5,6-b]quinazolin-8-one CN1CCC[C@@H]2[C@H]1CCN1C2=NC2=CC=CC(=C2C1=O)C |r|